N2-acetyl-N-[2-({(2S)-2-amino-4-[{(1R)-1-[1-benzyl-4-(2,5-difluorophenyl)-1H-pyrrol-2-yl]-2,2-dimethylpropyl}(glycoloyl)amino]butanoyl}amino)ethyl]-L-lysinamide trifluoroacetate FC(C(=O)O)(F)F.C(C)(=O)N[C@@H](CCCCN)C(=O)NCCNC([C@H](CCN(C(CO)=O)[C@H](C(C)(C)C)C=1N(C=C(C1)C1=C(C=CC(=C1)F)F)CC1=CC=CC=C1)N)=O